carbamic acid tert-butyl ester ditrifluoroacetate FC(C(=O)O)(F)F.FC(C(=O)O)(F)F.C(C)(C)(C)OC(N)=O